C(ON1C(C(CC1=O)CCCC)=O)([O-])=O 2-Butylsuccinimidyl carbonate